5-(8-(2-(fluoromethyl)cyclopropyl)imidazo[1,2-b]pyridazin-6-yl)pyrimidine-2,4(1H,3H)-dione FCC1C(C1)C=1C=2N(N=C(C1)C=1C(NC(NC1)=O)=O)C=CN2